(4'-(4,6-diphenyl-1,3,5-triazin-2-yl)-[1,1'-biphenyl]-4-yl)phenylboronic acid C1(=CC=CC=C1)C1=NC(=NC(=N1)C1=CC=CC=C1)C1=CC=C(C=C1)C1=CC=C(C=C1)C1=C(C=CC=C1)B(O)O